(1S,22E)-13-methyl-12-(2,3,6-trifluorophenyl)-19-oxa-5,9,14,26,28-pentazahexacyclo[22.5.2.11,4.13,7.110,14.027,30]tetratriaconta-3,5,7(33),22,24(31),25,27(30)-heptaene-8,29,32-trione CC1C(CC2NC(C=3C=NC4=C(C[C@]5(C(NC=6N=CC(/C=C/CCOCCCCN1C2=O)=CC56)=O)C4)C3)=O)C3=C(C(=CC=C3F)F)F